2-(6-(4-(cyclobutanecarboxamido)thiophen-2-yl)pyrazin-2-yl)-4,5-dimethoxybenzamide C1(CCC1)C(=O)NC=1C=C(SC1)C1=CN=CC(=N1)C1=C(C(=O)N)C=C(C(=C1)OC)OC